tricyclo[2.2.0.02,6]hexane C12C3CC2CC31